5-hydroxybenzene-1-sulfonate OC=1C=CC=C(C1)S(=O)(=O)[O-]